NC=1C=C2CCC(N(C2=CC1)CC1=C(C#N)C(=CC=C1)C)=O 2-[(6-amino-2-oxo-3,4-dihydroquinolin-1-yl)methyl]-6-methylbenzonitrile